OC(CN(CC(C)O)CC(C)O)C tris-(2-hydroxypropyl)amine